tert-butyl 4-[[1-[2-(2,6-dioxo-3-piperidyl)-1-oxo-isoindolin-5-yl]azetidin-3-yl]methyl]piperazine-1-carboxylate O=C1NC(CCC1N1C(C2=CC=C(C=C2C1)N1CC(C1)CN1CCN(CC1)C(=O)OC(C)(C)C)=O)=O